C(C)N1C(CC(CC1)OC=1N=C(SC1C(=O)N)C)(C)C 4-((1-ethyl-2,2-dimethylpiperidin-4-yl)oxy)-2-methylthiazole-5-carboxamide